C1(CC1)S(=O)(=O)N1C[C@H]([C@@H](CC1)NC1=NN2C(C=N1)=C(C=C2C2=CC=C(C=C2)OC(F)F)F)O (3R,4R)-1-(cyclopropylsulfonyl)-4-((7-(4-(difluoromethoxy)phenyl)-5-fluoropyrrolo[2,1-f][1,2,4]triazin-2-yl)amino)piperidin-3-ol